C[C@H]1C(C[C@H]2[C@@H]3CC[C@H]([C@H]2C1)C3)=O |r| (1RS,2SR,5RS,7RS,8SR)-5-methyltricyclo[6.2.1.02,7]Undecan-4-one